O=C(C(=O)OCC(F)(F)F)N1[C@H](CC[C@@H](C1)C)C1=CC(=CC=C1)Cl 2,2,2-trifluoroethyl 2-oxo-2-[(2R,5S)-2-(3-chlorophenyl)-5-methyl-1-piperidyl]acetate